COC(=O)C1=C(N(C2=C(C=CC=C12)C=1C=NN(C1)C(C)C)C)C 7-(1-isopropyl-1H-pyrazol-4-yl)-1,2-dimethyl-1H-indole-3-carboxylic acid methyl ester